ClC=1C(=C(C=CC1[N+](=O)[O-])F)F 3-chloro-1,2-difluoro-4-nitrobenzene